trinitroglycerin C(C(CO[N+](=O)[O-])O[N+](=O)[O-])O[N+](=O)[O-]